C1(=CC(=CC=C1)/C=C/C(=O)O)C1=CC=CC=C1 (E)-3-([1,1'-biphenyl]-3-yl)acrylic acid